(2-(3-(2-hydroxypropan-2-yl)-1H-pyrazol-1-yl)-5-methylpyridin-4-yl)methanone OC(C)(C)C1=NN(C=C1)C1=NC=C(C(=C1)C=O)C